[N+](=O)([O-])C=1C(=NC=CC1)NS(=O)(=O)C1=CC=CC=C1 N-(3-nitropyridin-2-yl)benzenesulfonamide